ClC=1C=C2C=NC(=NC2=CC1N1CCC2(COC2)CC1)NC=1C=NN(C1Cl)[C@@H]1[C@H](CN(CC1)C1COC1)F 6-chloro-N-{5-chloro-1-[(3S,4S)-3-fluoro-1-(oxetan-3-yl)piperidin-4-yl]-1H-pyrazol-4-yl}-7-(2-oxa-7-azaspiro[3.5]nonan-7-yl)quinazolin-2-amine